ClC1=CC=C2C(=N1)N=C(N2C)C2=C(C=C(C=C2C)Cl)OCOC 5-chloro-2-(4-chloro-2-(methoxymethoxy)-6-methylphenyl)-1-methyl-1H-imidazo[4,5-b]pyridine